3-(naphthalen-1-yl)butanoic acid C1(=CC=CC2=CC=CC=C12)C(CC(=O)O)C